1-[5-amino-3-(methylthio)-1,2,4-triazin-6-yl]ethanone NC=1N=C(N=NC1C(C)=O)SC